C(C=C)(=O)OC1=C(C(=O)[O-])C=CC=C1 2-(acryloxy)benzoate